2,7-di-tert-butylperylene C(C)(C)(C)C1=CC=2C=3C=CC=C4C=CC(=C(C5=CC=CC(=C1)C52)C43)C(C)(C)C